NCCC1=CN=C2N1C=C(C=C2)C2=C(OCCC=1C(=NN(C1C)C)C(C)(C)O)C=C(C=C2)F 2-(4-(2-(2-(3-(2-aminoethyl)imidazo[1,2-a]pyridin-6-yl)-5-fluorophenoxy)ethyl)-1,5-dimethyl-1H-pyrazol-3-yl)propan-2-ol